6-(2-chloroacetyl)-4-(2,4-difluorobenzyl)-2-(2-hydroxy-2-methylpropyl)-8,8-dimethyl-2,6,7,8-tetrahydro-1H-pyrrolo[2,3-e][1,2,4]triazolo[4,3-a]pyridin-1-one ClCC(=O)N1CC(C2=C1C=C(C=1N2C(N(N1)CC(C)(C)O)=O)CC1=C(C=C(C=C1)F)F)(C)C